C(CCCCCCCCCCC)OC(=O)C=1C2=C(SC(=C2)B2OC(C(O2)(C)C)(C)C)C(=C2C1SC(=C2)B2OC(C(O2)(C)C)(C)C)C(=O)OCCCCCCCCCCCC 2,6-bis-(4,4,5,5-tetramethyl-[1,3,2]dioxaborolan-2-yl)-benzo[1,2-b:4,5-b']dithiophene-4,8-dicarboxylic acid didodecyl ester